8-amino-9-(3-hydroxy-2,6-dimethylphenyl)-5-methyl-9H-imidazo[1,2-a]pyrrolo[2,3-c]pyridine-7-carboxamide NC1=C(C2=C(C=3N(C(=C2)C)C=CN3)N1C1=C(C(=CC=C1C)O)C)C(=O)N